(2-Ethyl-6-piperidin-4-yl-imidazo[1,2-a]pyridin-3-yl)-[3-(4-fluoro-phenyl)-[1,2,4]thiadiazol-5-yl]-methyl-amine C(C)C=1N=C2N(C=C(C=C2)C2CCNCC2)C1N(C)C1=NC(=NS1)C1=CC=C(C=C1)F